C(C)C1(OCC2=CC=C(C=C12)OC1=CC=C(C=N1)N1C(N[C@](C1=O)(C)CC)=O)CC (5R)-3-[6-[(3,3-diethyl-1H-isobenzofuran-5-yl)oxy]-3-pyridinyl]-5-ethyl-5-methyl-imidazolidine-2,4-dione